O1C(=CC=C1)C=1C=C(C=CC1)[C@@H]1C[C@@H](CC2=CC=CC=C12)N(C)C Cis-4-(3-(furan-2-yl)phenyl)-N,N-dimethyl-1,2,3,4-tetrahydronaphthalen-2-amine